NCCN1CC(C1)OCC1C(NC(COC(C(C(N(C(C(NC(C(NC(C(N1)=O)CN)=O)C1CCCCCC1)=O)CCC)C)=O)C)CCCCCC)C)=O 6-(((1-(2-aminoethyl)azetidin-3-yl)oxy)methyl)-9-(aminomethyl)-12-cycloheptyl-19-hexyl-3,16,18-trimethyl-15-propyl-1-oxa-4,7,10,13,16-pentaazacyclononadecane-5,8,11,14,17-pentaone